ONC(=O)C1=CC(=CC2=CC=CC=C12)NC1=NC2=C(N1CCOC)C=CC=C2 N-hydroxy-3-((1-(2-methoxyethyl)-1H-benzo[d]imidazol-2-yl)amino)-1-naphthamide